C1(=CC=CC=C1)N1S\C(\N=C1C1=CC=CC=C1)=N/C (Z)-N-(2,3-diphenyl-1,2,4-thiadiazol-5(2H)-ylidene)methanamine